4-(2-ethylamino)benzene-1,2-diol CCNC=1C=C(C(=CC1)O)O